FC=1C(=NC=C(C1)CN1C[C@H](NCC1)C1=C(C=CC=C1)C)N1[C@H](COCC1)C (3S)-4-(3-fluoro-5-{[(3R)-3-(2-methylphenyl)piperazin-1-yl]methyl}pyridin-2-yl)-3-methylmorpholine